NC12CCCC(CC1)N2 amino-8-azabicyclo-[3.2.1]octane